4-O-β-D-glucosyl-D-gluconic acid [C@@H]1([C@H](O)[C@@H](O)[C@H](O)[C@H](O1)CO)O[C@@H]([C@@H]([C@H](C(=O)O)O)O)[C@H](O)CO